C(CCCCC)C=CC(=O)[O-] 3-Hexylacrylat